(2S,4S)-2-amino-4-methylhexanoic acid N[C@H](C(=O)O)C[C@H](CC)C